O[C@@]1([C@H](/C=C/[C@@H]([C@H](C(C(C[C@H](CC1)O)=O)=O)\C(\C)=C\C=C\[C@H](C)C1=NC=CC=N1)C)OC(=O)N1CCN(CC1)C1CCCCCC1)C 4-cycloheptylpiperazine-1-carboxylic acid [(2s,3s,4e,6s,7s,10s)-7,10-dihydroxy-3,7-dimethyl-12-oxo-2-[(2e,4e,6s)-6-pyrimidin-2-ylhept-2,4-dien-2-yl]-1-oxocyclododec-4-en-6-yl] ester